ethyl-3,8-diazabicyclo[3.2.1]octane C(C)C12CNCC(CC1)N2